3-({[(1S)-6-(benzenesulfonyl)-1,2,3,4-tetrahydronaphthalen-1-yl]methyl}amino)pyridine-4-carboxylic acid methyl ester COC(=O)C1=C(C=NC=C1)NC[C@H]1CCCC2=CC(=CC=C12)S(=O)(=O)C1=CC=CC=C1